N1=CC=C(C=C1)C=1N=C(C2=C(N1)C=NC=C2)N2CCC1(CCN(C1)[C@H]1C[C@H](CC1)O)CC2 (cis)-3-(8-(2-(pyridin-4-yl)pyrido[3,4-d]pyrimidin-4-yl)-2,8-diazaspiro[4.5]decan-2-yl)cyclopentan-1-ol